5-(1-methyl-1H-imidazole-2-carboxamido)-2-oxohexanediamide CN1C(=NC=C1)C(=O)NC(CCC(C(=O)N)=O)C(=O)N